N-(5-cyano-6-(2H-1,2,3-triazol-2-yl)pyridin-3-yl)-1-(1-methyl-1H-pyrazolo[3,4-b]pyridin-3-yl)-5-(trifluoromethyl)-1H-pyrazole-4-carboxamide C(#N)C=1C=C(C=NC1N1N=CC=N1)NC(=O)C=1C=NN(C1C(F)(F)F)C1=NN(C2=NC=CC=C21)C